ClC=1C(=C(NC=2C3=C(N=CN2)C=C(C(=N3)N3[C@@H]2CN([C@H](C3)CC2)C(C=C)=O)F)C=CC1OC(F)F)F 1-[(1S,4S)-5-[4-[3-Chloro-4-(difluoromethoxy)-2-fluoro-anilino]-7-fluoro-pyrido[3,2-d]pyrimidin-6-yl]-2,5-diazabicyclo[2.2.2]octan-2-yl]prop-2-en-1-one